CN1C(=NC=C1)C1=NN2C(C(=N1)O)=C(C(=C2)C=2C=NC=CC2)C2=NC=CC=C2 2-(1-methyl-1H-imidazol-2-yl)-5-(pyridin-2-yl)-6-(pyridin-3-yl)pyrrolo[2,1-f][1,2,4]triazin-4-ol